butanic acid octylester C(CCCCCCC)OC(CCC)=O